CC1=NC=2N(C(=C1)N[C@@H]1C[C@@H](CC1)NC(OC(C)(C)C)=O)N=CC2 tert-butyl N-[(1R,3S)-3-[(5-methylpyrazolo[1,5-a]pyrimidin-7-yl)amino]cyclopentyl]carbamate